NCC12OCC(C1)(C2)CNC(=O)[C@H]2CCN(C1(CC1)C2)C(=O)C2=NNC(=C2)C2=CC(=NC=C2F)OC (S)-N-((1-(aminomethyl)-2-oxabicyclo[2.1.1]hexane-4-yl)methyl)-4-(5-(5-fluoro-2-methoxypyridin-4-yl)-1H-pyrazole-3-carbonyl)-4-azaspiro[2.5]octane-7-carboxamide